BrC=1C=C2CCC(CC2=CC1)(CO)NC(=O)[C@H]1N(C[C@@H](C1)O)C([C@H](C(C)(C)C)N1N=NC(=C1)C1CC1)=O (2S,4r)-N-[6-bromo-2-(hydroxymethyl)tetralin-2-yl]-1-[(2S)-2-(4-cyclopropyltriazol-1-yl)-3,3-dimethyl-butyryl]-4-hydroxy-pyrrolidine-2-carboxamide